Ethyl-3-methylimidazolium tetrafluoroborat F[B-](F)(F)F.C(C)C=1NC=C[N+]1C